[6-(2-chloro-5-fluorophenyl)-3-[(difluoromethyl)oxy]-2-methyl-8-oxo-7,8-dihydro-6H-pyrrolo[4,3-g]indazol-5-yl]-5-fluoro-3-(trifluoromethyl)benzamide ClC1=C(C=C(C=C1)F)C1NC(C2=C1C(=CC1=C(N(N=C21)C)OC(F)F)C2=C(C(=O)N)C=C(C=C2C(F)(F)F)F)=O